C(C)[Si](OCCC)(OCCC)OCCC ethyltri(n-propoxy)silane